ethyl (Ra)-6-(2-cyanoethyl)-7-(2,3-dichlorophenyl)-8-fluoro-4-hydroxy-2-methylquinoline-3-carboxylate C(#N)CCC=1C=C2C(=C(C(=NC2=C(C1C1=C(C(=CC=C1)Cl)Cl)F)C)C(=O)OCC)O